ClC=1C=CC2=C([C@@H](C[C@@H](O2)C(=O)NC23CC(C2)(C3)C=3OC(=NN3)COC3=CC(=C(C=C3)Cl)F)O)C1 (2R,4R)-6-chloro-N-(3-{5-[(4-chloro-3-fluorophenoxy)methyl]-1,3,4-oxadiazol-2-yl}bicyclo[1.1.1]pentan-1-yl)-4-hydroxy-3,4-dihydro-2H-1-benzopyran-2-carboxamide